(6R)-17-amino-6,15-bis(trifluoromethyl)-13,19-dioxa-3,4,18-triazatricyclo[12.3.1.12,5]nonadeca-1(18),2,4,14,16-pentaen-6-ol NC1=CC(=C2OCCCCCC[C@](C3=NN=C(C1=N2)O3)(O)C(F)(F)F)C(F)(F)F